Tert-butyl 2-amino-6-chloro-7-methyl-8-oxo-7,8-dihydro-9H-purine-9-carboxylate NC1=NC(=C2N(C(N(C2=N1)C(=O)OC(C)(C)C)=O)C)Cl